3-[3-Methyl-2-oxo-5-(3-piperazin-1-ylazetidin-1-yl)benzimidazol-1-yl]piperidine-2,6-dione CN1C(N(C2=C1C=C(C=C2)N2CC(C2)N2CCNCC2)C2C(NC(CC2)=O)=O)=O